C(C)(C)(C)N(C(=O)OC(CN1C(=NC=C1[N+](=O)[O-])C)=C=O)C(CN1N=C(C=C1CO)Br)(C)C 1-carbonyl-2-(2-methyl-5-nitro-1H-imidazol-1-yl)ethanol tert-butyl-{1-[3-bromo-5-(hydroxymethyl)-1H-pyrazol-1-yl]-2-methylpropan-2-yl}carbamate